5-{(3'R)-1'-[1-(1H-imidazol-2-yl)propyl]-6,7-dihydrospiro[pyrazolo[5,1-c][1,4]oxazine-4,3'-pyrrolidin]-2-yl}-3-(trifluoromethyl)pyridin-2-amine N1C(=NC=C1)C(CC)N1C[C@@]2(CC1)OCCN1C2=CC(=N1)C=1C=C(C(=NC1)N)C(F)(F)F